C(CCC)OCCOCCOC(CCCCC(=O)OCCOCCOCCCC)=O adipic acid bis[2-(2-butoxyethoxy) ethyl] ester